(2E)-3,10-dihydroxydecanoic acid OC(CC(=O)O)CCCCCCCO